disodium 2,2-biquinoline-4,4-dicarboxylic acid N1=C(CC(C2=CC=CC=C12)(C(=O)O)C(=O)O)C1=NC2=CC=CC=C2C=C1.[Na].[Na]